6-(5-(trifluoromethoxy)pyrimidin-2-yl)isoquinolin FC(OC=1C=NC(=NC1)C=1C=C2C=CN=CC2=CC1)(F)F